C[SiH](OCCCOC)CC1=CC=CC=C1 methyl-(benzyl)methoxypropoxysilane